C(C)(=O)OC(C(=O)OC)(\C=C\C(=O)C1=C(C=CC=C1)OC)C1=CC=C(C=C1)C(C)(C)C methyl (E)-2-acetoxy-2-(4-(tert-butyl) phenyl)-5-(2-methoxyphenyl)-5-oxopent-3-enoate